(E)-1-((2S,5R)-5-((5-((S)-2,2-difluorocyclopropyl)-7H-pyrrolo[2,3-d]pyrimidin-4-yl)amino)-2-methylpiperidin-1-yl)but-2-en-1-one FC1([C@@H](C1)C1=CNC=2N=CN=C(C21)N[C@@H]2CC[C@@H](N(C2)C(\C=C\C)=O)C)F